N1=C(C=CC=C1)CN1C(C(=C(C1=O)C1=CC(=CC=C1)C(F)(F)F)C#CC1=CC=CC=C1)=O 1-(pyridin-2-ylmethyl)-3-(phenylethynyl)-4-(3-(trifluoromethyl)phenyl)-1H-pyrrole-2,5-dione